(R)-N-(4-(chlorodifluoromethoxy)phenyl)-5-((4-hydroxypyridin-3-yl)amino)-6-(3-hydroxypyrrolidin-1-yl)nicotinamide ClC(OC1=CC=C(C=C1)NC(C1=CN=C(C(=C1)NC=1C=NC=CC1O)N1C[C@@H](CC1)O)=O)(F)F